CC1=C(C=C(C=C1)C12N=C(OC1[C@H]([C@@H]([C@H](O2)CO)O)O)C)CC=2C=C1C=CN(C1=CC2)C (5R,6S,7S)-3a-(4-methyl-3-((1-methyl-1H-indol-5-yl)methyl)phenyl)-5-(hydroxymethyl)-2-methyl-5,6,7,7a-tetrahydro-3aH-pyrano[2,3-d]oxazole-6,7-diol